(1S,2S,5R)-8-benzyl-2-ethyl-3,8-diazabicyclo[3.2.1]octane C(C1=CC=CC=C1)N1[C@@H]2[C@@H](NC[C@H]1CC2)CC